FC1=C(C=CC=C1F)NC(=O)[C@H]1[N+](=C(C[C@@H]1C1=CC=C(C=C1)C(F)(F)F)C)[O-] (2s,3r)-N-(2,3-difluorophenyl)-3,4-dihydro-5-methyl-3-[4-(trifluoromethyl)phenyl]-2H-pyrrole-2-carboxamide 1-oxide